5,8-dioxadodecane-3,10-diamine CCC(COCCOCC(CC)N)N